S1C2=C(C=C1C(=O)NCC1(COCC1)C(=O)N(C)C)CCCCCC2 3-[[(4,5,6,7,8,9-Hexahydrocycloocta[b]thiophen-2-ylcarbonyl)amino]methyl]-N,N-dimethyloxolane-3-carboxamide